CC1(CC(C1)OC(=O)NC(C(=O)O)CCN(CCCCC1=NC=2NCCCC2C=C1)CCOC)C 2-[(3,3-dimethylcyclobutoxy)carbonylamino]-4-[2-methoxyethyl-[4-(5,6,7,8-tetrahydro-1,8-naphthyridin-2-yl)butyl]amino]butanoic acid